OC1=CC=C(C=C1)C(C(CCCC)CC)C1=CC=C(C=C1)O 1,1-bis(4-hydroxyphenyl)-2-ethyl-hexane